(trans-4-(dimethylamino)cyclohexyl)-2,4-dimethyl-N-((6-methyl-4-(methylthio)-2-oxo-1,2-dihydropyridin-3-yl)methyl)benzo[d][1,3]dioxole-5-carboxamide CN([C@@H]1CC[C@H](CC1)C=1C(=C(C2=C(OC(O2)C)C1)C)C(=O)NCC=1C(NC(=CC1SC)C)=O)C